N1(CCOCC1)CCOCCN1CCOCC1 4-[2-(2-morpholin-4-ylethoxy)ethyl]morpholine